O=C1C(CC2(CC2)C1)C(=O)OC methyl 6-oxospiro[2.4]heptane-5-carboxylate